N1(CCOCC1)S(=O)(=O)C=1C=C(C=CC1)C1=NN=C(O1)CC1=CC=C(C(=O)NO)C=C1 4-[[5-(3-morpholinylsulfonylphenyl)-1,3,4-oxadiazol-2-yl]methyl]benzohydroxamic acid